C(C=CC1=CC=CC=C1)(=O)OC(C)(CCCC(CC=O)C)C 2,6-dimethyl-8-oxooctan-2-yl cinnamate